5-[[3,5-Difluoro-4-(guanidinocarbamoylamino)phenyl]sulfonylamino]thiazol FC=1C=C(C=C(C1NC(NNC(=N)N)=O)F)S(=O)(=O)NC1=CN=CS1